C(C)(C)(C)OC(=O)N1[C@@H]([C@@H](O[C@@H](C1)C)C)CN(CC1=CC=CC=C1)CC1=CC=CC=C1.COC1=C(C=C2C(=NC=NC2=C1)C=1C(=NN(C1)C(F)(F)F)C1=CC=CC=C1)[N+](=O)[O-] 7-methoxy-6-nitro-4-[3-phenyl-1-(trifluoromethyl)-1H-pyrazol-4-yl]quinazoline tert-butyl-(2S,3R,6R)-3-((dibenzylamino)methyl)-2,6-dimethylmorpholine-4-carboxylate